(R)-2-((5-((S or R)-Amino(cyclopropyl)methyl)-8-(cis-3-(methylsulfonyl)cyclobutoxy)-2,7-naphthyridin-3-yl)amino)-7,7,8-trimethyl-7,8-dihydro-5H-pyrano[4,3-b]pyridin-5-one N[C@H](C1=C2C=C(N=CC2=C(N=C1)O[C@@H]1C[C@@H](C1)S(=O)(=O)C)NC1=CC=C2C(=N1)[C@H](C(OC2=O)(C)C)C)C2CC2 |o1:1|